NC=1N=NC(=CC1N1CC(CCC1)C1=CC(=C(C(=O)N2CCC(CC2)(F)CN2CCC(CC2)N2C=C(C3=CC(=CC=C23)N2CNCC=C2)C)C=C1)C)C1=C(C=CC=C1)O 1-(1-(1-((1-(4-(1-(3-Amino-6-(2-hydroxyphenyl)pyridazin-4-yl)piperidin-3-yl)-2-methylbenzoyl)-4-fluoropiperidin-4-yl)methyl)piperidin-4-yl)-3-methyl-1H-indol-5-yl)dihydropyrimidine